N1(N=CC=C1)C1=CC=C(C2=C1N=CS2)C2=CC=C(N=N2)NC2CC1CCC(C2)N1 (exo)-N-{6-[4-(pyrazol-1-yl)-1,3-benzothiazol-7-yl]pyridazin-3-yl}-8-azabicyclo[3.2.1]octan-3-amine